N-(1-((3,3-difluorocyclobutyl)methyl)-5-(trifluoromethyl)-1H-pyrazol-3-yl)-4-iodo-2-(6-azaspiro[2.5]oct-6-yl)benzamide FC1(CC(C1)CN1N=C(C=C1C(F)(F)F)NC(C1=C(C=C(C=C1)I)N1CCC2(CC2)CC1)=O)F